COC(CCCN(C)C)OC 4,4-dimethoxy-N,N-dimethylbutylamine